tert-Butyl (3-oxobicyclo[3.2.1]octan-8-yl)carbamate O=C1CC2CCC(C1)C2NC(OC(C)(C)C)=O